C(C1=CC=CC=C1)OC(=O)N[C@@H]1[C@H]([C@@H](NC2=CC=C(C=C12)C(=O)OCC)C1CC1)C (2S,3S,4R)-ethyl 4-(((benzyloxy)carbonyl)amino)-2-cyclopropyl-3-methyl-1,2,3,4-tetrahydroquinoline-6-carboxylate